N-(3-methyl-1H-indazol-5-yl)pentane-1-sulfonamide CC1=NNC2=CC=C(C=C12)NS(=O)(=O)CCCCC